N1=CC(=CC=C1)S(=O)(N)=N pyridine-3-sulfonimidamide